CCCCCCCCCCCCCCCCCCCCCCCCCCCCCCCCCCCCCCCCCCCCCCCCC nonatetracontane